C1CC(=O)NC=C1C(=O)[O-] The molecule is the conjugate base of 1,4,5,6-tetrahydro-6-oxonicotinic acid; major species at pH 7.3. It is a conjugate base of a 1,4,5,6-tetrahydro-6-oxonicotinic acid.